ClC=1N=CC(=NC1)NNC(=O)C1CC1 N'-(5-chloropyrazin-2-yl)cyclopropane-carbohydrazide